C(C)CN(C)C ethyl-trimethylamine